sodium dinitrotoluenesulphonate [N+](=O)([O-])C(C1=CC=CC=C1)(S(=O)(=O)[O-])[N+](=O)[O-].[Na+]